(R)-3-Fluoro-2-((R)-3-methylmorpholin-4-yl)-9-[2-oxo-2-(tetrahydro-pyran-4-yl)ethyl]-6-trifluoromethyl-6,7,8,9-tetrahydro-pyrimido[1,2-a]-pyrimidin-4-one FC1=C(N=C2N(C1=O)[C@H](CCN2CC(C2CCOCC2)=O)C(F)(F)F)N2[C@@H](COCC2)C